ClC=1N=C(C2=C(N1)C(=CS2)C=2C(=NN(C2C)C)C#N)N2[C@@H](COCC2)C (R)-4-(2-chloro-4-(3-methylmorpholino)thieno[3,2-d]pyrimidin-7-yl)-1,5-dimethyl-1H-Pyrazole-3-carbonitrile